2-chloro-5-iodo-N-[(1R)-1-(1-naphthyl)ethyl]benzamide ClC1=C(C(=O)N[C@H](C)C2=CC=CC3=CC=CC=C23)C=C(C=C1)I